FC=1C=C(OC2=CC(=C(C=C2)C(=O)C2=CNC3=NC=CC(=C32)N[C@H]3CO[C@@H](CC3)CO)C)C=CC1 (4-(3-fluorophenoxy)-2-methylphenyl)(4-(((3R,6S)-6-(hydroxymethyl)tetrahydro-2H-pyran-3-yl)amino)-1H-pyrrolo[2,3-b]pyridin-3-yl)methanone